NC(CN1CCN(CC1)C1=CC2=C(C[C@@](O2)(C)CO)C=C1NC(=O)C=1C=NN2C1N=CC=C2)=O (S)-N-(6-(4-(2-amino-2-oxoethyl)piperazin-1-yl)-2-(hydroxymethyl)-2-methyl-2,3-dihydrobenzofuran-5-yl)pyrazolo[1,5-a]pyrimidine-3-carboxamide